3-(5-(4-Cyclopropyl-2-(4-fluoro-2-methylphenoxy)-5-(trifluoromethyl)benzamido)-2-fluorophenyl)butanoic acid ethyl ester C(C)OC(CC(C)C1=C(C=CC(=C1)NC(C1=C(C=C(C(=C1)C(F)(F)F)C1CC1)OC1=C(C=C(C=C1)F)C)=O)F)=O